3-(4-(2-fluoroethyl)piperazin-1-yl)benzene-1,2-diamine FCCN1CCN(CC1)C1=C(C(=CC=C1)N)N